(R)-N-(3,3-difluoro-1-(methylsulfonyl)piperidin-4-yl)-5-(1-(3-fluoropropyl)-1H-benzo[d][1,2,3]triazol-6-yl)-4-methoxypyrrolo[2,1-f][1,2,4]triazin-2-amine FC1(CN(CC[C@H]1NC1=NN2C(C(=N1)OC)=C(C=C2)C=2C=CC1=C(N(N=N1)CCCF)C2)S(=O)(=O)C)F